(3R,5R)-5-(3-(1-methyl-3-((trifluoromethoxy) methyl)-1H-pyrazole-5-carboxamido)-1H-pyrazol-5-yl)tetrahydrofuran-3-yl tert-butylcarbamate C(C)(C)(C)NC(O[C@H]1CO[C@H](C1)C1=CC(=NN1)NC(=O)C1=CC(=NN1C)COC(F)(F)F)=O